CC1C(=NOC1CC1=CC=CC=C1)CNC(=O)C1=C(C=NN1C)Cl Methyl-5-benzyl-3-((4-chloro-1-methyl-1H-pyrazole-5-carboxamido)methyl)-4,5-dihydroisoxazole